FC1=CC(=C(C=C1)C(C)N1C[C@@H](N(C[C@H]1C)C=1C=2C(N(C(C1)=O)C)=CN(N2)CC#N)C)C(C)OC (7-((2S,5R)-4-(1-(4-fluoro-2-(1-methoxyethyl)phenyl)ethyl)-2,5-dimethylpiperazin-1-yl)-4-methyl-5-oxo-4,5-dihydro-2H-pyrazolo[4,3-b]pyridin-2-yl)acetonitrile